C(C)N1CCC(CC1)N1N=C(C(=C1)NC1=NC=C(C(=N1)NCCCN1C(CCCCC1)=O)C(F)(F)F)C 1-(3-((2-((1-(1-ethylpiperidin-4-yl)-3-methyl-1H-pyrazol-4-yl)amino)-5-(trifluoromethyl)pyrimidin-4-yl)amino)propyl)azepan-2-one